N1(CCC1)C(C(=O)NC=1C=C2CC(CC2=C(C1)F)CNCC[C@@H]1CN(C(O1)=O)C1=NC2=C(OCC(N2)=O)N=C1)C 2-(azetidin-1-yl)-N-[7-fluoro-2-[[2-[(5R)-2-oxo-3-(3-oxo-4H-pyrazino[2,3-b][1,4]oxazin-6-yl)oxazolidin-5-yl]ethylamino]methyl]indan-5-yl]propanamide